(10-chloro-6-hydroxy-2-methyl-[1,2,4]triazolo[5,1-a]isoquinoline-5-carbonyl)glycine ClC=1C=CC=C2C(=C(N3C(C12)=NC(=N3)C)C(=O)NCC(=O)O)O